ClC1=C(C(=NC=C1)C1(CC(=CC=C1)OCC)NC(=S)N)I 1-(4-chloro-3-iodopyridin-2-yl)-3-Ethoxyphenylthiourea